5-((Boc)amino)-2-((2-fluoroethoxy)carbonyl)pentanoic acid C(=O)(OC(C)(C)C)NCCCC(C(=O)O)C(=O)OCCF